5-amino-1-cyclohexyl-3-methyl-1H-pyrazole-4-carboxamide NC1=C(C(=NN1C1CCCCC1)C)C(=O)N